CC=1C=C(C=CC1OCC1OC1)C1=CCC(CC1)C1=CC=C(C=C1)OCC1OC1 1-{3-methyl-4-(oxiranylmethoxy)phenyl}-4-{4-(oxiranylmethoxy)phenyl}-1-cyclohexene